FC=1C(=NC=C(C1N1C(C=CC=C1C)=O)C)C1=C(C(=CC=C1)C(=O)N1[C@H](CC1)C(F)(F)F)F 3'-fluoro-2'-(2-fluoro-3-((R)-2-(trifluoromethyl)azetidine-1-carbonyl)phenyl)-5',6-dimethyl-2H-[1,4'-bipyridin]-2-one